λ6-sulfanone [SH4]=O